(R)-(1-(difluoromethyl)-1H-pyrazol-5-yl)(4-(6-methylpyrazolo[1,5-a]pyridin-2-yl)-6,7-dihydro-1H-imidazo[4,5-c]pyridin-5(4H)-yl)methanone FC(N1N=CC=C1C(=O)N1[C@H](C2=C(CC1)NC=N2)C2=NN1C(C=CC(=C1)C)=C2)F